benzyl 4-cyanoazepan-1-carboxylate C(#N)C1CCN(CCC1)C(=O)OCC1=CC=CC=C1